3-(((1,4-dihydroquinazolin-2-yl)thio)methyl)-8-fluoro-5H-thiazolo[2,3-b]Quinazoline dihydrochloride Cl.Cl.N1C(=NCC2=CC=CC=C12)SCC1=CSC2=NC3=CC(=CC=C3CN21)F